cyclohexylmethyl (2-amino-5-(thiophen-2-yl)phenyl)carbamate NC1=C(C=C(C=C1)C=1SC=CC1)NC(OCC1CCCCC1)=O